BrC=1N=NN(C1C(=O)N)C 4-bromo-1-methyl-1H-1,2,3-triazole-5-carboxamide